[Si](C)(C)(C(C)(C)C)OCCN(C(CNC(OCC1=CC=CC=C1)=O)=O)CC(N(CC(N(CCC(=O)OCC1=CC=CC=C1)CCO[Si](C)(C)C(C)(C)C)=O)CCO[Si](C)(C)C(C)(C)C)=O benzyl 7,10,13-tris(2-((tert-butyldimethylsilyl) oxy) ethyl)-3,6,9,12-tetraoxo-1-phenyl-2-oxa-4,7,10,13-tetraazahexadecane-16-oate